5-fluoro-7-((tetrahydro-2H-pyran-3-yl)methoxy)-2-(((tetrahydro-2H-pyran-4-yl)thio)methyl)quinazolin-4(3H)-one FC1=C2C(NC(=NC2=CC(=C1)OCC1COCCC1)CSC1CCOCC1)=O